(3-Azidopropyl)benzamide hydrochloride Cl.N(=[N+]=[N-])CCCC1=C(C(=O)N)C=CC=C1